N=C1SC=CN1CC=1C=C(C#N)C=CC1 3-((2-iminothiazol-3(2H)-yl)methyl)benzonitrile